N-[6-[2-(4-chlorophenyl)-2-methyl-Propionyl]-3-pyridyl]carbamate ClC1=CC=C(C=C1)C(C(=O)C1=CC=C(C=N1)NC([O-])=O)(C)C